FC=1C=C2C=CC=C(C2=CC1)CC(=O)N(C)C(C)C 2-(6-fluoronaphthalen-1-yl)-N-isopropyl-N-methylacetamide